Cl.COCCOC1=CC=C2C(=N1)C(=CN2)N 5-(2-methoxyethoxy)-1H-pyrrolo[3,2-b]pyridin-3-amine hydrochloride